P(O)(=O)(OP(=O)(O)OP(=O)(O)O)OC[C@@H]1CC[C@@H](O1)N1C=NC=2C(N)=NC=NC12 2',3'-dideoxyadenosine 5'-triphosphate